dicarbonyl-ruthenium (II) chloride C(=O)=[Ru+](=C=O)Cl